FC1=C(C(=O)O)C=C(C=C1)N1N=CC=N1 2-fluoro-5-(2H-1,2,3-triazol-2-yl)benzoic acid